C1(=C(C=CC=C1)C1=C(C(=NN=N1)C=1C(=C(C=CC1)C1=CC=CC=C1)C1=CC=CC=2OC3=C(C21)C=CC=C3)C3=C(C=CC=C3)C3=CC=CC=C3)C3=CC=CC=C3 [bis(biphenyl-yl)triazinyl](dibenzofuranyl)biphenyl